C1(=CC=CC=C1)C(C(=O)Cl)(CCCCCC)C1=CC=CC=C1 2,2-diphenyloctanoyl chloride